2-[1-[2,6-difluoro-4-(6-isopropylsulfanyl-2-pyridyl)phenyl]pyrrolidin-3-yl]acetic acid FC1=C(C(=CC(=C1)C1=NC(=CC=C1)SC(C)C)F)N1CC(CC1)CC(=O)O